FC(F)(F)C=1C=CC=2N(C(C3N(C2N1)CCNC3)=O)C=C (trifluoromethyl)-5-vinyl-7,8,9,10-tetrahydro-5H-pyrazino[1,2-a]pyrido[3,2-e]pyrazin-6(6aH)-one